C1(=CC=CC2=CC=CC=C12)S(=O)(=O)O naphthalene-1-sulfonic Acid